BrC=1C(=C(C(=NC1)N)F)OC 5-bromo-3-fluoro-4-methoxypyridin-2-amine